P(OCCCCCC(C)C)(OCCCCCC(C)C)(=S)S O,O-di(isooctyl) S-hydrogen phosphorodithioate